C1(=CC=CC=C1)C=1C(=C(C(=C(C(=O)[O-])C1)C1=CC=CC=C1)C(=O)[O-])C1=CC=CC=C1 triphenylisophthalate